COC=1C=C2C(=C(NC2=CC1)B1OC(C(O1)(C)C)(C)C)C=1C=NN(C1)C1OCCCC1 5-methoxy-3-(1-(tetrahydro-2H-pyran-2-yl)-1H-pyrazol-4-yl)-2-(4,4,5,5-tetramethyl-1,3,2-dioxaborolan-2-yl)-1H-indole